ethanoic acid tert-butyl ester C(C)(C)(C)OC(C)=O